C(OCCCl)(=O)Cl 2-chloroethyl carbonochloridate